C(C#C)P(O)(=O)CC[C@H]1OC([C@H]([C@H]([C@@H]1O)O)O)OC1=CC=C(C=C1)OC prop-2-ynyl-[2-[(2R,3S,4S,5S)-3,4,5-trihydroxy-6-(4-methoxyphenoxy)tetrahydropyran-2-yl]ethyl]phosphinic acid